N1(CCCCCC1)S(=O)(=O)C=1C=C(C=CC1C)NC(CN1N=CC(=C(C1=O)SC)SC)=O N-(3-(azepan-1-ylsulfonyl)-4-methylphenyl)-2-(4,5-bis(methylthio)-6-oxopyridazin-1(6H)-yl)acetamide